ClC1=NC2=CC(=CC=C2C(=C1)C)C=O 2-chloro-4-methylquinoline-7-carbaldehyde